(1-ethyl-1,2,3,4-tetrahydroquinolin-8-yl)boronic acid C(C)N1CCCC2=CC=CC(=C12)B(O)O